COC=1C(=C(C=CC1)\C=N\CCCC(=O)OC)C methyl 4-[(E)-(3-methoxy-2-methyl-phenyl)methyleneamino]butanoate